Di-tert-butyl (((S)-1-(tert-butoxy)-1-oxo-6-(2-(4-(trimethylstannyl)phenyl)acetamido)hexan-2-yl)carbamoyl)-L-glutamate C(C)(C)(C)OC([C@H](CCCCNC(CC1=CC=C(C=C1)[Sn](C)(C)C)=O)NC(=O)N[C@@H](CCC(=O)OC(C)(C)C)C(=O)OC(C)(C)C)=O